FC=1C=C2C(=CNC2=CC1F)NC(C(=O)NCC1=C(C(=CC=C1)C(F)(F)F)C)=O N1-(5,6-difluoro-1H-indol-3-yl)-N2-(2-methyl-3-(trifluoromethyl)benzyl)oxalamide